2-Amino-1-(3-methoxy-2,6-dimethylphenyl)-4,6-dimethyl-1H-pyrrolo[2,3-b]pyridine-3,5-dicarbonitrile NC1=C(C=2C(=NC(=C(C2C)C#N)C)N1C1=C(C(=CC=C1C)OC)C)C#N